N-(4-(1H-pyrazol-1-yl)benzyl)-N-(3-methoxybenzyl)-3-((2-(2-morpholinoethoxy)ethoxy)methyl)aniline N1(N=CC=C1)C1=CC=C(CN(C2=CC(=CC=C2)COCCOCCN2CCOCC2)CC2=CC(=CC=C2)OC)C=C1